3-(benzylamino)butan-2-ol C(C1=CC=CC=C1)NC(C(C)O)C